BrC1OC2=C(OC1(C)C)C=CC=C2 bromo-2,2-dimethyl-2,3-dihydrobenzo[b][1,4]dioxin